5-Ethyl-6-fluoro-4-(8-fluoro-2-(((2R,7aS)-2-fluorotetrahydro-1H-pyrrolizin-7a(5H)-yl)methoxy)-4-((R)-2-(methoxymethyl)morpholino)pyrido[4,3-d]pyrimidin-7-yl)naphthalen-2-ol C(C)C1=C2C(=CC(=CC2=CC=C1F)O)C1=C(C=2N=C(N=C(C2C=N1)N1C[C@@H](OCC1)COC)OC[C@]12CCCN2C[C@@H](C1)F)F